Cl.N1C(=NC2=C1C=CC=C2)CC(C=CCN)NC2CCCC=1C=CC=NC21 1H-benzoimidazol-2-ylmethyl-N1-(S)-(5,6,7,8-tetrahydro-quinolin-8-yl)-but-2-ene-1,4-diamine hydrochloride salt